C[C@@H]1N(C[C@H](N(C1)C(C)C=1C=C2N=C(C(=NC2=CC1)[2H])[2H])C)C=1C=2C(N(C(C1)=O)C)=CN(N2)CC#N (7-((2S,5R)-2,5-dimethyl-4-(1-(quinoxalin-6-yl-2,3-d2)ethyl)piperazin-1-yl)-4-methyl-5-oxo-4,5-dihydro-2H-pyrazolo[4,3-b]pyridin-2-yl)acetonitrile